allyl-trimethoxysilane C(C=C)[Si](OC)(OC)OC